CC1(C(N(C2=CC=C(C=C12)C(=O)NC1(CCS(CC1)(=O)=O)C)C=1C=NC=C(C1)OC(F)(F)F)=O)C 3,3-dimethyl-N-(4-methyl-1,1-dioxidotetra-hydro-2H-thiopyran-4-yl)-2-oxo-1-(5-(trifluoromethoxy)pyridin-3-yl)indoline-5-carboxamide